5-([1,2,4]triazolo[4,3-a]pyridin-6-yl)pyridin-3-ol N=1N=CN2C1C=CC(=C2)C=2C=C(C=NC2)O